N-(3-aminopropyl)-N-(4-((3-aminopropyl)amino)butyl)glycine NCCCN(CC(=O)O)CCCCNCCCN